C(C)(C)C1=C(C=CC=C1C)O Isopropyl-3-methylphenol